2-(5-(4-((methylamino)methyl)phenyl)-1H-imidazol-2-yl)piperidin CNCC1=CC=C(C=C1)C1=CN=C(N1)C1NCCCC1